N-(2-{imidazo[1,2-a]pyridin-3-yl}propan-2-yl)-1-[5-methyl-2-(4-methylpiperazin-1-yl)pyrimidin-4-yl]azetidine-3-carboxamide N=1C=C(N2C1C=CC=C2)C(C)(C)NC(=O)C2CN(C2)C2=NC(=NC=C2C)N2CCN(CC2)C